N-[(3R,4R)-4-methyl-1-[8-(trifluoromethyl)quinolin-5-yl]pyrrolidin-3-yl]-2-[(3R)-1-methylpiperidin-3-yl]acetamide C[C@H]1[C@H](CN(C1)C1=C2C=CC=NC2=C(C=C1)C(F)(F)F)NC(C[C@@H]1CN(CCC1)C)=O